C(C)(C)(C)[S@](=O)N[C@@H]1C=2C(=NC=CC2)OC12CCN(CC2)C(=O)OC(C)(C)C tert-butyl (R)-3-(((S)-tert-butylsulfinyl)amino)-3H-spiro[furo[2,3-b]pyridine-2,4'-piperidine]-1'-carboxylate